3-(4-fluorophenylsulfonyl)acrylic acid (Z)-methyl ester COC(\C=C/S(=O)(=O)C1=CC=C(C=C1)F)=O